N(=[N+]=[N-])CC=1C=CC(=C2C=NN(C12)COCC[Si](C)(C)C)Br 7-(azidomethyl)-4-bromo-1-((2-(trimethylsilyl)ethoxy)methyl)-1H-indazole